2-bromo-3-chloro-5-fluoropyridine BrC1=NC=C(C=C1Cl)F